(R)-(o-fluorophenyl)(4-methyl-7-azabicyclo[2.2.1]hept-1-yl)methanol FC1=C(C=CC=C1)[C@@H](O)C12CCC(CC1)(N2)C